C(C)C1C(OC(CC1)CC)=O 3,6-diethyl-tetrahydro-2h-pyran-2-one